Mercapto-Butanone SCC(CC)=O